lead lithium phosphate P(=O)([O-])([O-])[O-].[Li+].[Pb+2]